C(C(=C)C)(=O)OCP(=O)O (hydroxy)phosphinylmethyl methacrylate